4-((3-chloro-4-((3-fluorobenzyl)oxy)phenyl)amino)-6-nitroquinazolin-7-yl trifluoromethanesulfonate FC(S(=O)(=O)OC1=C(C=C2C(=NC=NC2=C1)NC1=CC(=C(C=C1)OCC1=CC(=CC=C1)F)Cl)[N+](=O)[O-])(F)F